C1(=CC(=CC=C1)CS)C m-tolyl-methyl mercaptan